OC(C(=O)[O-])(C1=CC=CC=C1)C1=CC(=CC=C1)NC(CCCCNC[C@@H](C1=C2C=CC(NC2=C(C=C1)O)=O)O)=O 2-hydroxy-2-(3-(5-(((R)-2-hydroxy-2-(8-hydroxy-2-oxo-1,2-dihydrochinolin-5-yl)ethyl)amino)pentanamido)phenyl)-2-phenylacetat